ClC1=CC=C(C=C1)C1=N[C@H](C2=C(C3=C1C=CC=C3)C(=NO2)C)CC(=O)NC2=CC=C(OCCOCCOCCOCCOCCOCCC(=O)OC(C)(C)C)C=C2 tert-butyl (S)-1-(4-(2-(6-(4-chlorophenyl)-1-methyl-4H-benzo[c]isoxazolo[4,5-e]azepin-4-yl)acetamido)phenoxy)-3,6,9,12,15-pentaoxaoctadecan-18-oate